tert-butyl 4-((5-bromo-3-(ethoxycarbonyl)benzofuran-7-yl)methyl)piperazine-1-carboxylate BrC=1C=C(C2=C(C(=CO2)C(=O)OCC)C1)CN1CCN(CC1)C(=O)OC(C)(C)C